C(O)(=O)O[C@@H]1CC2=CC[C@H]3[C@@H]4CC[C@H]([C@@H](CCCC(CCCCCCCBr)C)C)[C@]4(CC[C@@H]3[C@]2(CC1)C)C 6-bromohexyl-cholesterol carbonate